O1COC2=C1C=CC(=C2)CC(=O)N(C2CCN(CC2)C(C)C2=CC=CC1=CC=CC=C21)CC(=O)NCC(=O)NC/C=C/C(=O)N(C)C (E)-4-(2-(2-(2-(benzo[d][1,3]dioxol-5-yl)-N-(1-(1-(naphthalen-1-yl)ethyl)piperidin-4-yl)acetamido)acetamido)acetamido)-N,N-dimethylbut-2-enamide